NC1=C2C(=NC=N1)N(N=C2C=2NC1=CC(=CC=C1C2Br)C(=O)NC)C(C)(C)C 2-(4-Amino-1-(tert-butyl)-1H-pyrazolo[3,4-d]pyrimidin-3-yl)-3-bromo-N-methyl-1H-indole-6-carboxamide